azobis(2-methyl-N-(1,1-bis(hydroxymethyl)-2-hydroxyethyl)propanamide) N(=NC(C(=O)NC(CO)(CO)CO)(C)C)C(C(=O)NC(CO)(CO)CO)(C)C